BrC=1C=C(C=C(C1)OC)NC1=CC=NC2=CC(=C(C=C12)C(=O)N)OC 4-((3-bromo-5-methoxyphenyl)amino)-7-methoxyquinoline-6-carboxamide